COC=1C=C(C=CC1OC)C1N(C=CC1)C (3,4-dimethoxyphenyl)-1-methyl-2,3-dihydropyrrole